FC=1C=NC(=NC1)C=1C=C(C=CC1C)NC(=O)C1C2CCC(C1)N2C2=NC=CC=C2 N-(3-(5-fluoropyrimidin-2-yl)-4-methylphenyl)-7-(pyridin-2-yl)-7-azabicyclo[2.2.1]heptane-2-carboxamide